OC1=C(C=CC(=C1)O)C=1N=C(SC1)NC(COC)=O N-(4-(2,4-dihydroxyphenyl)thiazol-2-yl)-2-methoxyacetamide